bis(2,4,6-trimethylbenzoyl)phenylphosphine oxide, sodium salt [Na].CC1=C(C(=O)P(C2=CC=CC=C2)(C(C2=C(C=C(C=C2C)C)C)=O)=O)C(=CC(=C1)C)C